CNC1=CC(=NC=2N1N=CC2C(=O)N[C@H]2C(N(CC2)C)=O)NC=2C(N(C=CC2)C2=NC=C(C=C2)C)=O 7-(methylamino)-N-[(3R)-1-methyl-2-oxo-pyrrolidin-3-yl]-5-[[1-(5-methyl-2-pyridyl)-2-oxo-3-pyridyl]amino]pyrazolo[1,5-a]pyrimidine-3-carboxamide